FC1=CC=C(COC=2C=C3C=CN(C3=CC2)C[C@@H](C)N)C=C1 (R)-1-(5-((4-fluorobenzyl)oxy)-1H-indol-1-yl)propan-2-amine